4-[[5-(2,3-difluoro-4-methoxyphenyl)-1-methyl-imidazole-2-carbonyl]amino]-2-ethyl-benzoic acid FC1=C(C=CC(=C1F)OC)C1=CN=C(N1C)C(=O)NC1=CC(=C(C(=O)O)C=C1)CC